2-(6-chloropyrazin-2-yl)-N-(4-(pyridin-3-yl)phenyl)acetamide ClC1=CN=CC(=N1)CC(=O)NC1=CC=C(C=C1)C=1C=NC=CC1